CC1=NC(=NC(=N1)C(Cl)(Cl)Cl)C(Cl)(Cl)Cl 2-methyl-4,6-bistrichloromethyl-[1,3,5]triazine